7-(benzyloxy)-4-(4-bromophenyl)-3-cyclopentylisochromane C(C1=CC=CC=C1)OC1=CC=C2C(C(OCC2=C1)C1CCCC1)C1=CC=C(C=C1)Br